C(=O)(C=C)N1CCCC1 N-acryl-pyrrolidine